C1N(CC12CCC2)CC2=C(CNC1=CC(=C(C=C1Cl)S(=O)(=O)NC=1N=CSC1)F)C(=CC=C2)F 4-((2-((2-azaspiro[3.3]heptan-2-yl)methyl)-6-fluorobenzyl)amino)-5-chloro-2-fluoro-N-(thiazol-4-yl)benzenesulfonamide